FC=1C=CC=2C3=C(NC2C1)CCN(C3)C3=CC1=C(C=N3)N=C(S1)N1CCOCC1 4-(6-(7-fluoro-1,3,4,5-tetrahydro-2H-pyrido[4,3-b]indol-2-yl)thiazolo[4,5-c]pyridin-2-yl)morpholine